5-amino-N-[[(2R,5S)-3-oxo-2-(4-phenoxyphenyl)-1,4-thiazepan-5-yl]methyl]pyrimidine NC=1C=NCN(C1)C[C@H]1NC([C@H](SCC1)C1=CC=C(C=C1)OC1=CC=CC=C1)=O